4-((4-(2,4-difluorophenoxy)-3-(6-methyl-7-oxo-6,7-dihydro-1H-pyrrolo[2,3-c]pyridin-4-yl)phenyl)amino)butanoic acid FC1=C(OC2=C(C=C(C=C2)NCCCC(=O)O)C=2C3=C(C(N(C2)C)=O)NC=C3)C=CC(=C1)F